C(C=CCCCCCCCCCC)(=O)OCC(O)CO glyceryl tridecenate